3-(2-methoxy-5-nitrophenyl)-5-methyl-4H-1,2,4-triazole COC1=C(C=C(C=C1)[N+](=O)[O-])C1=NN=C(N1)C